4-(2-(1-Cyclopropyl-1H-pyrazol-3-yl)-6,7-dihydro-5H-pyrrolo[1,2-a]imidazol-3-yl)pyridin C1(CC1)N1N=C(C=C1)C=1N=C2N(C1C1=CC=NC=C1)CCC2